(S)-2-amino-3-(benzyloxy)-N-methylpropanamide N[C@H](C(=O)NC)COCC1=CC=CC=C1